BrC=1C=CC2=C(C(=C(O2)C(C(F)(F)F)O)COC2=C(C=CC=C2)CC(=O)OCC)C1 ethyl 2-(2-((5-bromo-2-(2,2,2-trifluoro-1-hydroxyethyl)benzofuran-3-yl)methoxy)phenyl)acetate